ClC=1C=NC(=C(C(=O)NC2CCC(CC2)CN2C(N(C3=C2C=CC=C3)C=3C=NC(=CC3)F)=O)C1)C 5-chloro-N-((1r,4r)-4-((3-(6-fluoropyridin-3-yl)-2-oxo-2,3-dihydro-1H-benzo[d]imidazol-1-yl)methyl)cyclohexyl)-2-methylnicotinamide